2-(4-((2,3-dihydro-1H-inden-5-yl)amino)cyclohexyl)acetamide C1CCC2=CC(=CC=C12)NC1CCC(CC1)CC(=O)N